Cl.S1(CC=CC=C1)(=O)=O thiopyran 1,1-dioxide hydrochloride